C1=CC(=CC=2C3=CC=CC=C3C=CC12)C(=O)O 3-phenanthreneformic acid